N-(3-chloro-2-methylphenyl)-6-({[2-chloro-6-(trifluoromethyl)phenyl]carbonyl}amino)-2-(methoxymethyl)-1H-benzoimidazole-4-carboxamide ClC=1C(=C(C=CC1)NC(=O)C1=CC(=CC=2NC(=NC21)COC)NC(=O)C2=C(C=CC=C2C(F)(F)F)Cl)C